C(=O)(O)CC[C@@H]1C2=C(C3=C(C(=C(N3)C=C3C(=C(C(C=C4C(=C(C(=CC([C@H]1C)=N2)N4)C)C=C)=N3)C)CC)C)C(=O)O)CC(=O)O (7S,8S)-7-(2-carboxyethyl)-5-(carboxymethyl)-18-ethyl-2,8,12,17-tetramethyl-13-vinyl-7H,8H-porphyrin-3-carboxylic acid